C(CCCCCC#C)OC1OCCCC1 2-(oct-7-yn-1-yloxy)tetrahydro-2H-pyran